(4-methyl-1-(benzenesulfonyl)-1H-pyrazol-3-yl)boronic acid CC=1C(=NN(C1)S(=O)(=O)C1=CC=CC=C1)B(O)O